1,4-bis[(S)-[(2R,4S,5R)-5-ethyl-1-azabicyclo[2.2.2]octan-2-yl]-(6-methoxyquinolin-4-yl)methoxy]phthalazine C(C)[C@@H]1[C@@H]2C[C@@H](N(C1)CC2)[C@@H](OC2=NN=C(C1=CC=CC=C21)O[C@@H](C2=CC=NC1=CC=C(C=C21)OC)[C@@H]2N1C[C@@H]([C@H](C2)CC1)CC)C1=CC=NC2=CC=C(C=C12)OC